[Cl-].[Cl-].C=[Zr+2](C1=CC(=CC=2C3=CC(=CC=C3CC12)C(C)(C)C)C(C)(C)C)C1C=CC=C1 methylene(cyclopentadienyl)(3,6-di-tert-butylfluorenyl)zirconium dichloride